5'-((4-aminobutyl)carbamoyl)-2',6-bis(hexyloxy)-[1,1'-biphenyl]-3-carboxylic acid trifluoroacetate FC(C(=O)O)(F)F.NCCCCNC(=O)C=1C=CC(=C(C1)C1=CC(=CC=C1OCCCCCC)C(=O)O)OCCCCCC